FC=1C=CC(=C(C1)C=1C(NC(C1C1=CNC2=CC=CC=C12)=O)=O)[N+](=O)[O-] 3-(5-fluoro-2-(nitro)phenyl)-4-(1H-indol-3-yl)-1H-pyrrole-2,5-dione